FC1=C(C(=CC(=C1)OCCN1CC(C1)CF)F)C1N(C(CC2=C1NC1=CC=CC=C21)C)C(=O)C2CC(C2)F [1-[2,6-difluoro-4-[2-[3-(fluoromethyl)azetidin-1-yl]ethoxy]phenyl]-3-methyl-1,3,4,9-tetrahydropyrido[3,4-b]indol-2-yl]-(3-fluorocyclobutyl)methanone